6-methyl-2-{[4-(4-methylpiperazin-1-yl)phenyl]amino}-8-(pyridin-3-ylmethyl)-5-[2-(triisopropylsilyl)ethynyl]pyrido[2,3-d]pyrimidin-7-one CC1=C(C2=C(N=C(N=C2)NC2=CC=C(C=C2)N2CCN(CC2)C)N(C1=O)CC=1C=NC=CC1)C#C[Si](C(C)C)(C(C)C)C(C)C